SCCC[SiH2]C(OC)OC γ-mercaptopropyl-dimethoxymethyl-silane